5-isopropyl-2-methyl-benzohydrazide C(C)(C)C=1C=CC(=C(C(=O)NN)C1)C